Methyl 5-(2-chloro-4-methylphenyl)-1-phenyl-1H-benzo[d]imidazole-7-carboxylate ClC1=C(C=CC(=C1)C)C1=CC2=C(N(C=N2)C2=CC=CC=C2)C(=C1)C(=O)OC